6-methyl-3-(pyridin-2-yl)-1H-pyrrolo[3,2-b]pyridin CC=1C=C2C(=NC1)C(=CN2)C2=NC=CC=C2